(R,6S)-N'-(((S)-2,8-difluoro-1,2,3,5,6,7-hexahydro-s-indacen-4-yl)carbamoyl)-6-methoxy-6,7-dihydro-5H-pyrazolo[5,1-b][1,3]oxazine-3-sulfonimidamide F[C@@H]1CC2=C(C=3CCCC3C(=C2C1)NC(=O)N=[S@](=O)(N)C=1C=NN2C1OC[C@H](C2)OC)F